5-chloro-4-(cyclopentylmethoxy)-2-fluoro-N-((1-fluoronaphthalen-2-yl)sulfonyl)benzamide ClC=1C(=CC(=C(C(=O)NS(=O)(=O)C2=C(C3=CC=CC=C3C=C2)F)C1)F)OCC1CCCC1